FC1=C(C=CC(=C1C1=CC2=C(N=C(N=C2)S(=O)(=O)C)N(C1=O)C)F)NS(=O)(=O)N1C=CCC1 N-[2,4-difluoro-3-(8-methyl-2-methylsulfonyl-7-oxopyrido[2,3-d]pyrimidin-6-yl)phenyl]pyrroline-1-sulfonamide